CC1=NN(C(C1(C1=CC=CC=C1)[2H])=O)C1=CC=CC=C1 3-methyl-1,4-diphenyl-5-pyrazolone-d